The molecule is a tetrapeptide composed of L-aspartic acid, L-leucine, L-threonine and L-aspartic acid joined in sequence by peptide linkages. It has a role as a metabolite. It derives from a L-aspartic acid, a L-leucine and a L-threonine. C[C@H]([C@@H](C(=O)N[C@@H](CC(=O)O)C(=O)O)NC(=O)[C@H](CC(C)C)NC(=O)[C@H](CC(=O)O)N)O